[Fe+2].CN(C)\C=C/1\CNCCC1 (E)-3-((dimethylamino)methylene)piperidine iron (+2)